C[C@H]1C[C@H](C[C@@H](C1)C1=C2N=CC=NC2=C(C=C1)C(F)(F)F)N (1R,3R,5R)-3-methyl-5-(8-(trifluoromethyl)quinoxalin-5-yl)cyclohexylamine